(4-chlorophenyl)-6-(4-(3,5-dichlorophenyl)piperazin-1-yl)-2-(pyridin-3-yl)pyrimidine ClC1=CC=C(C=C1)C1=NC(=NC(=C1)N1CCN(CC1)C1=CC(=CC(=C1)Cl)Cl)C=1C=NC=CC1